(1r,4r)-N-[(1S)-1-(4-bromophenyl)-2,2,2-trifluoroethyl]-4-[(tert-butyldimethylsilyl)oxy]cyclohexane-1-carboxamide BrC1=CC=C(C=C1)[C@@H](C(F)(F)F)NC(=O)C1CCC(CC1)O[Si](C)(C)C(C)(C)C